(S)-N-((4-(cyclopropylethynyl)-6-fluoro-2-oxo-4-(trifluoromethyl)-1,2,3,4-tetrahydroquinazolin-7-yl)methyl)-1H-imidazole-2-carboxamide C1(CC1)C#C[C@@]1(NC(NC2=CC(=C(C=C12)F)CNC(=O)C=1NC=CN1)=O)C(F)(F)F